ClCC1=C(C(=C(C(=C1C)C)C)CCl)CCl tris(chloromethyl)-trimethylbenzene